N-(2-methoxy-4-(trifluoromethyl)benzyl)cyclopropanamine COC1=C(CNC2CC2)C=CC(=C1)C(F)(F)F